CN(C=1C=C2[O+]=C3C=CC=C(C3=C(C2=CC1)C1=CC=C(C=C1)F)OC)C 6-(dimethylamino)-9-(4-fluorophenyl)-1-methoxyxanthylium